2-chloro-N-[(2R)-1-oxo-1-[[(3R)-pyrrolidin-3-yl]amino]propan-2-yl]-4-[[3-[3-(trifluoromethyl)-1H-pyrazol-4-yl]imidazo[1,2-a]pyrazin-8-yl]amino]benzamide ClC1=C(C(=O)N[C@@H](C(N[C@H]2CNCC2)=O)C)C=CC(=C1)NC=1C=2N(C=CN1)C(=CN2)C=2C(=NNC2)C(F)(F)F